5-((1S,5R)-1-(1-(piperidin-4-yl)-1H-1,2,3-triazol-4-yl)-5-(trifluoromethyl)-3-azabicyclo[3.1.0]hexan-3-yl)quinoline-8-carbonitrile N1CCC(CC1)N1N=NC(=C1)[C@@]12CN(C[C@]2(C1)C(F)(F)F)C1=C2C=CC=NC2=C(C=C1)C#N